nickel-cobalt manganate lithium manganate [Mn](=O)(=O)([O-])[O-].[Li+].[Mn](=O)(=O)([O-])[O-].[Co+2].[Ni+2]